C[C@H]1CC[C@@H](OC1)CNC1=C(C=C(C=C1)S(=O)(=O)N)[N+](=O)[O-] 4-((((2R,5s)-5-methyltetrahydro-2H-pyran-2-yl)methyl)amino)-3-nitrobenzenesulfonamide